6-(but-3-yn-1-yloxy)-4-(6-(6-((6-methoxypyridin-3-yl)methyl)-3,6-diazabicyclo[3.1.1]heptan-3-yl)pyridin-3-yl)pyrazolo[1,5-a]pyridine-3-carbonitrile C(CC#C)OC=1C=C(C=2N(C1)N=CC2C#N)C=2C=NC(=CC2)N2CC1N(C(C2)C1)CC=1C=NC(=CC1)OC